ethyl 4-prop-2-ynyloxybutyrate C(C#C)OCCCC(=O)OCC